6-(3-Chloro-6-(difluoromethyl)-2-fluorophenyl)-N-(1-(1-(2-(4-methyl-3-oxopiperazin-1-yl)pyrimidin-5-yl)ethyl)-1H-pyrazol-4-yl)pyrazine-2-carboxamide ClC=1C(=C(C(=CC1)C(F)F)C1=CN=CC(=N1)C(=O)NC=1C=NN(C1)C(C)C=1C=NC(=NC1)N1CC(N(CC1)C)=O)F